COC(CCCCC=CCCCCCCC1C=CCC1)=O 13-(2-Cyclopenten-1-yl)-6-tridecenoic acid methyl ester